P(=O)(OC1=C(C=CC=C1)Cl)(OC1CCCC1)OC[C@]1(O[C@H]([C@@]2(CCS2)[C@@H]1O)N1C(NC(C=C1)=O)=O)F 2-chlorophenyl cyclopentyl (((4R,5R,7S,8R)-5-(2,4-dioxo-3,4-dihydropyrimidin-1(2H)-yl)-7-fluoro-8-hydroxy-6-oxa-1-thiaspiro[3.4]octan-7-yl)methyl) phosphate